C1(CC1)C1=CC(=NO1)C1=CN(C=2N=CN=CC21)S(=O)(=O)C2=CC=CC=C2 5-(5-Cyclopropylisoxazol-3-yl)-7-(phenylsulfonyl)-7H-pyrrolo[2,3-d]Pyrimidine